BrC1=CC=C(C(=N1)C1=CCC(CC1)(C)C)NC(=O)C=1N(C=C(N1)C#N)COCC[Si](C)(C)C N-[6-Bromo-2-(4,4-dimethylcyclohexen-1-yl)-3-pyridyl]-4-cyano-1-(2-trimethylsilylethoxymethyl)imidazole-2-carboxamide